(1-cyclopropyl-pyrazol-4-yl)-[(7S)-2,7-dimethyl-3-(3,4,5-trifluorophenyl)-5,7-dihydro-4H-pyrazolo[3,4-c]pyridin-6-yl]methanone C1(CC1)N1N=CC(=C1)C(=O)N1[C@H](C=2C(CC1)=C(N(N2)C)C2=CC(=C(C(=C2)F)F)F)C